S(=O)(=O)(O)CCOC(C=C)=O Sulfoethylacrylat